FC(C(=O)O)(F)F.CC=1C=2C(C=NN1)=CNC(C2)=O 1-methylpyrido[3,4-d]pyridazin-7(6H)-one trifluoroacetate